2-(4-((R)-2-(4-chloro-2-fluorophenyl)-2,3-dihydrobenzofuran-4-yl)benzyl)-1-(((S)-oxetan-2-yl)methyl)-1H-benzo[d]imidazole-6-carboxylic acid ClC1=CC(=C(C=C1)[C@@H]1OC2=C(C1)C(=CC=C2)C2=CC=C(CC1=NC3=C(N1C[C@H]1OCC1)C=C(C=C3)C(=O)O)C=C2)F